bis(3-pentyloxy)10-oxononadecanedioic acid bis(3-pentyloxy) ester CCC(CC)OOC(C(CCCCCCCC(CCCCCCCCC(=O)OOC(CC)CC)=O)(OC(CC)CC)OC(CC)CC)=O